OCC1CCC(CC1)NC(OC1=CC=CC=C1)=O phenyl ((1R,4R)-4-(hydroxymethyl)cyclohexyl)carbamate